FC1(CCC(CC1)NC1=NN2C(C(=N1)OC)=C(C(=C2)F)C=2C=C(C=1N(C2)C(=CN1)C(F)F)F)F N-(4,4-difluorocyclohexyl)-5-(3-(difluoromethyl)-8-fluoroimidazo[1,2-a]pyridin-6-yl)-6-fluoro-4-methoxypyrrolo[2,1-f][1,2,4]triazin-2-amine